(Z)-2-(5-methyl-2-methyl-1-(4-isopropylbenzylidene)-1H-inden-3-yl)acetic acid CC=1C=C2C(=C(/C(/C2=CC1)=C/C1=CC=C(C=C1)C(C)C)C)CC(=O)O